N=1N=CN(C1)C1=CC=C(C=N1)/C=C/C=1C=NC(=NC1)N1[C@H](CN(CC1)C1=NC=CC=C1)COC (R,E)-5-(2-(6-(4H-1,2,4-triazol-4-yl)pyridin-3-yl)vinyl)-2-(2-(methoxymethyl)-4-(pyridin-2-yl)piperazin-1-yl)pyrimidine